The molecule is a C7-cyanine dye having symmetrically-substituted 2-indolyl units at each end. It has a role as a fluorochrome. It derives from a C7-indocyanine. C/C(=C\\C=C\\C1=[N+](C2=C(C1)C=C(C=C2)S(=O)(=O)[O-])CCS(=O)(=O)O)/C=C/C=C\\3/CC4=C(N3CCS(=O)(=O)O)C=CC(=C4)S(=O)(=O)O